acrylic acid 2-ethylhexyl-vinyl-acetate C(C)C(COC(CC=C)=O)CCCC.C(C=C)(=O)O